CC1=C(C=C(C=N1)CO)N1C(COCC1)C (6-methyl-5-(3-methylmorpholino)pyridin-3-yl)methanol